4-fluorobenzo[d]isothiazole-1,1-dioxide FC1=CC=CC2=C1C=NS2(=O)=O